2-(4,4-Difluoropiperidin-1-yl)-5-fluoro-6-methylnicotinonitrile FC1(CCN(CC1)C1=C(C#N)C=C(C(=N1)C)F)F